(RS)-4-Ethoxy-N-[4-(2-pyrrolidin-2-yl-ethyl)-phenyl]-benzamid C(C)OC1=CC=C(C(=O)NC2=CC=C(C=C2)CC[C@H]2NCCC2)C=C1 |r|